CNC(C(CCC(C(=O)N)NC(=O)C=1C=C2CC(NCC2=CC1)=O)=O)=O N6-methyl-5-oxo-2-(3-oxo-1,2,3,4-tetrahydroisochinolin-6-carboxamido)hexandiamid